3,5-di-tert-butyl-4-hydroxybenzyl-phosphonate C(C)(C)(C)C=1C=C(CP([O-])([O-])=O)C=C(C1O)C(C)(C)C